(2-((1R,4R)-5-ethyl-2,5-diazabicyclo[2.2.1]hept-2-yl)-5-fluorophenyl)-2-(2-fluoro-6-methoxyphenyl)pyrimidine-4-carboxamide C(C)N1[C@H]2CN([C@@H](C1)C2)C2=C(C=C(C=C2)F)C=2C(=NC(=NC2)C2=C(C=CC=C2OC)F)C(=O)N